BrC=1C=CC(=C2C=CC(NC12)=O)F 8-bromo-5-fluoroquinoline-2(1H)-one